C(C)(CC)N=C=NCC N-sec-butyl-N'-ethylcarbodiimide